5-[5-(1-tert-butyl-1H-1,3-benzodiazol-6-yl)-1,3,4-oxadiazol-2-yl]-2-[(2,2-difluoroethyl)amino]benzonitrile C(C)(C)(C)N1C=NC2=C1C=C(C=C2)C2=NN=C(O2)C=2C=CC(=C(C#N)C2)NCC(F)F